2,2',3,4-tetrahydroxybenzophenone OC1=C(C(=O)C2=C(C=CC=C2)O)C=CC(=C1O)O